NC1=C(C=CC(=C1)NCC1=CC=C(C=C1)O)NC(CCCCCC)=O (2S,3S)-N-(2-Amino-4-((4-hydroxybenzyl)amino)phenyl)heptanamid